FC1=CC=C(OC2=CN=CC=N2)C=C1 6-(4-fluorophenoxy)pyrazin